benzyl (2S)-4-(2-{[(2R,7aS)-2-fluoro-hexahydro-1H-pyrrolizin-7a-yl]methoxy}-7-chloro-8-fluoropyrido[4,3-d]pyrimidin-4-yl)-2-methylpiperidine-1-carboxylate F[C@@H]1C[C@@]2(CCCN2C1)COC=1N=C(C2=C(N1)C(=C(N=C2)Cl)F)C2C[C@@H](N(CC2)C(=O)OCC2=CC=CC=C2)C